2,5-dimethyl-3,4-dihydroxythiophene sulfite S(=O)(O)O.CC=1SC(=C(C1O)O)C